BrC=1C=C(C(=NC1)N)OCC1=C(C=CC=C1)F 5-bromo-3-[(2-fluorophenyl)methoxy]pyridin-2-amine